F[C@]12[C@H]3CC[C@@]4([C@H](CC[C@H]4[C@@H]3CC[C@@H]2C[C@](CC1)(C)O)C(COC1=CN=NC=C1)=O)C 1-((3R,5R,8S,9S,10R,13S,14S,17S)-10-Fluoro-3-hydroxy-3,13-dimethylhexadecahydro-1H-cyclopenta[a]phenanthren-17-yl)-2-(pyridazin-4-yloxy)ethan-1-one